C(C)(C)(C)OC(=O)N1CC2=C(C=C(C=C2CC1)C=O)Br t-Butyl-8-bromo-6-formyl-3,4-dihydroisoquinoline-2(1H)-carboxylate